COC1=CC=C(C(=N1)CCO)CCO 2,2'-(6-methoxypyridine-2,3-diyl)bis(ethan-1-ol)